FC(C(=O)[O-])(F)F.C(C)(C)(C)OC(=O)NS(=O)(=O)N([C@H]1C[NH+](C[C@H](C1)F)C)C=1C=NN(C1)C (3R,5S)-3-[({[(Tert-butoxy)carbonyl]amino}sulfonyl)(1-methyl-1H-pyrazol-4-yl)amino]-5-fluoro-1-methylpiperidin-1-ium trifluoroacetate